(S)-2-((5-bromopyrimidin-2-yl)amino)-4-((2-ethoxyethyl)(4-(5,6,7,8-tetrahydro-1,8-naphthyridin-2-yl)butyl)amino)butanoic acid BrC=1C=NC(=NC1)N[C@H](C(=O)O)CCN(CCCCC1=NC=2NCCCC2C=C1)CCOCC